F[C@H]1CN(CC[C@@H]1OC1=C(C=C(C=C1)B1OC(C(O1)(C)C)(C)C)OC)C(=O)OC(C)(C)C tert-butyl (3S,4S)-3-fluoro-4-(2-methoxy-4-(4,4,5,5-tetramethyl-1,3,2-dioxaborolan-2-yl)phenoxy)piperidine-1-carboxylate